1,3-bis(4,4,5,5-tetramethyl-1,3,2-dioxaborolan-2-yl)-5-dodecyl-benzene CC1(OB(OC1(C)C)C1=CC(=CC(=C1)CCCCCCCCCCCC)B1OC(C(O1)(C)C)(C)C)C